4-(2-(2-(3-(3-bromophenyl)-3-hydroxypropyl)-5-oxopyrazolidin-1-yl)ethyl)-2-hydroxybenzoic acid methyl ester COC(C1=C(C=C(C=C1)CCN1N(CCC1=O)CCC(O)C1=CC(=CC=C1)Br)O)=O